ClC(C(=O)C1=CC=CC=C1)Br 2-chloro-α-bromoacetophenone